2-acetylbicyclo[2.2.2]oct-5-en-2-yl 2,2-diphenylacetate C1(=CC=CC=C1)C(C(=O)OC1(C2C=CC(C1)CC2)C(C)=O)C2=CC=CC=C2